4,4-bis(1,1-dimethylethyl)-2,2-bipyridine CC(C)(C)C1(CC(=NC=C1)C1=NC=CC=C1)C(C)(C)C